[N+](=O)([O-])C=1C=NN(C1)C1CCN(CC1)C(C([2H])([2H])[2H])(C([2H])([2H])[2H])[2H] 4-(4-nitro-1H-pyrazol-1-yl)-1-(propan-2-yl-d7)piperidine